C(CCCC)C1=CC=C(S1)B(O)O 5-PENTYLTHIOPHENE-2-BORONIC ACID